6-(5-methylpyrazin-2-yl)naphthalen-2-ol CC=1N=CC(=NC1)C=1C=C2C=CC(=CC2=CC1)O